Aluminium Sulfur [S].[Al]